COC=1C=C(C=CC1)C1C2(C3=CC=CC=C3C1)CCC(CC2)=O 2'-(3-methoxyphenyl)-2',3'-dihydrospiro[cyclohexane-1,1'-indene]-4-one